(S)-1-((benzyloxy)carbonyl)-2-methylazepine-2-carboxylic acid C(C1=CC=CC=C1)OC(=O)N1[C@@](CC=CC=C1)(C(=O)O)C